diethyldimethylsuccinate C(C)C(C(C(=O)[O-])(C)CC)(C(=O)[O-])C